(Z)-3-bromo-3-(p-carbomethoxyphenyl)acrolein Br\C(=C/C=O)\C1=CC=C(C=C1)C(=O)OC